4-(4-((3-ethyl-9-fluoro-2-oxo-2,3-dihydro-1H-pyrimido[4,5,6-de]quinazolin-8-yl)methyl)piperazin-1-yl)-N-methoxy-3-methylbenzamide C(C)N1C(NC2=C(C(=CC=3C2=C1N=CN3)CN3CCN(CC3)C3=C(C=C(C(=O)NOC)C=C3)C)F)=O